(S)-3-(4-(((R)-7-fluoro-4-(5-((tetrahydro-2H-pyran-4-yl)oxy)pyridin-3-yl)-2,3-dihydro-1H-inden-1-yl)oxy)phenyl)hex-4-ynoic acid methyl ester COC(C[C@H](C#CC)C1=CC=C(C=C1)O[C@@H]1CCC2=C(C=CC(=C12)F)C=1C=NC=C(C1)OC1CCOCC1)=O